CN1CCC(CC1)N1CCN(CCC1)C(=O)OC(C)(C)C tert-butyl 4-(1-methylpiperidin-4-yl)-1,4-diazepan-1-carboxylate